sodium (S)-3-(5,6-dimethoxybiphenyl-3-yl)-3-(3-(1,5-dimethyl-4-oxido-2-oxo-1,2-dihydro pyridin-3-yl)ureido)propanoate COC=1C=C(C=C(C1OC)C1=CC=CC=C1)[C@H](CC(=O)[O-])NC(=O)NC=1C(N(C=C(C1[O-])C)C)=O.[Na+].[Na+]